5-(4-(methylsulfonyl)phenyl)thiazolo[5,4-b]Pyridine hydrochloride Cl.CS(=O)(=O)C1=CC=C(C=C1)C1=CC=C2C(=N1)SC=N2